CCN1C(=CC=NC1=O)N The molecule is a pyrimidone that is cytosine substituted by an ethyl group at position 3. It has a role as a metabolite. It is an aminopyrimidine and a pyrimidone. It derives from a cytosine.